ClC1=NC=C(C(=C1)N1C[C@H](C[C@H](C1)C(F)(F)F)NC(OC(C)(C)C)=O)C=1C=NN(C1)C(F)F tert-butyl N-[(3S,5R)-1-[2-chloro-5-[1-(difluoromethyl)pyrazol-4-yl]-4-pyridyl]-5-(trifluoromethyl)-3-piperidyl]carbamate